CC=C(C1=CC=CC=C1)CCC methyl-α-propylstyrene